2,2-dimethylpyridine CC1(NC=CC=C1)C